1-Ethyl-3-(4-methoxy-3-methylphenyl)-8-((tetrahydro-2H-pyran-4-yl)methyl)-1,3,8-triazaspiro[4.5]decane-2,4-dione C(C)N1C(N(C(C12CCN(CC2)CC2CCOCC2)=O)C2=CC(=C(C=C2)OC)C)=O